NCC=1C=NC(=NC1)C1=C(C=C(C#N)C=C1)OC1=C2C(=NN1C)CCOC2 4-[5-(aminomethyl)pyrimidin-2-yl]-3-[(2-methyl-6,7-dihydro-4H-pyrano[4,3-c]pyrazol-3-yl)oxy]benzonitrile